(E)-3-(4-Hydroxyphenyl)-1-[2-hydroxy-4-[3,4,5-trihydroxy-6-(hydroxymethyl)oxan-2-yl]oxyphenyl]prop-2-en-1-one OC1=CC=C(C=C1)/C=C/C(=O)C1=C(C=C(C=C1)OC1OC(C(C(C1O)O)O)CO)O